FC1=CC=C(C=C1)CC(=O)NC1=NC=CC(=C1)C1=C(C2=NC=CC=C2N1)C1=CC=CC=C1 2-(4-fluorophenyl)-N-[4-(3-phenyl-1H-pyrrolo[3,2-b]pyridin-2-yl)pyridin-2-yl]acetamide